BrC=1C=C2[C@H](CCOC2=CC1)N[S@@](=O)C(C)(C)C (S)-N-((S)-6-bromochroman-4-yl)-2-methylpropane-2-sulfinamide